(3-(Difluoromethyl)-4-fluorophenyl)-1-((4-(2-hydroxyprop-2-yl)-5-(trifluoromethyl)-1H-pyrazol-3-yl)methyl)-1-(2-methoxypyrimidin-5-yl)urea FC(C=1C=C(C=CC1F)NC(N(C=1C=NC(=NC1)OC)CC1=NNC(=C1C(C)(C)O)C(F)(F)F)=O)F